C1(=CC=CC=C1)NC=1SC2=C(N1)C=CC1=CC=CC=C12 N-phenylnaphtho[2,1-d]thiazole-2-amine